3-(1-methyl-3-phenyl-1H-pyrazol-5-yl)urea CN1N=C(C=C1NC(N)=O)C1=CC=CC=C1